gadoleic acid-6-hydroxyhexyl ester OCCCCCCOC(CCCCCCC\C=C/CCCCCCCCCC)=O